diphenyl-4-Phenylthiophenylsulfonium hexafluorophosphate F[P-](F)(F)(F)(F)F.C1(=CC=CC=C1)[S+](C1=CC=C(C=C1)SC1=CC=CC=C1)C1=CC=CC=C1